C(C)OC(=O)N1CCNCC1.C[NH2+]C dimethyl-ammonium ethylpiperazine-1-carboxylate